Pentaerythritol tetra[3-(3,5-di-tert-butyl-4-hydroxyphenyl) propionate] C(C)(C)(C)C=1C=C(C=C(C1O)C(C)(C)C)CCC(=O)OCC(COC(CCC1=CC(=C(C(=C1)C(C)(C)C)O)C(C)(C)C)=O)(COC(CCC1=CC(=C(C(=C1)C(C)(C)C)O)C(C)(C)C)=O)COC(CCC1=CC(=C(C(=C1)C(C)(C)C)O)C(C)(C)C)=O